C(C)N(S(=O)(=O)C1=CC=C(C=C1)S(=O)(=O)N1C[C@@H](CCC1)C(=O)N1[C@H]2CN([C@@H](C1)C2)C(=O)OC(C)(C)C)CC tert-butyl (1R,4R)-5-((R)-1-((4-(N,N-diethylsulfamoyl)phenyl)sulfonyl) piperidine-3-carbonyl)-2,5-diazabicyclo[2.2.1]heptane-2-carboxylate